phenyl-butyronitrile C1(=CC=CC=C1)C(C#N)CC